BrC1=C(C(=CC(=C1)C(C(F)(F)F)(C(F)(F)F)F)C(F)(F)F)NC(C1=C(C(=CC=C1)N(C(=O)C=1C=NC(=CC1)F)O)F)=O N-(2-bromo-4-(perfluoropropane-2-yl)-6-(trifluoromethyl)phenyl)-2-fluoro-3-((hydroxy)(6-fluoropyridine-3-carbonyl)amino)benzamide